COC(C(C)NC(ON1C(CCC1=O)=O)=O)OC 2,5-Dioxopyrrolidin-1-yl (1,1-dimethoxypropan-2-yl)carbamate